C(C)(C)(C)OC(=O)N1CCC(CC1)C1=CC=C(C=C1)NC1C(NC(CC1)=O)=O 4-[4-[(2,6-Dioxo-3-piperidyl)amino]phenyl]piperidine-1-carboxylic acid tert-butyl ester